3,4,5-trifluoro-D-phenylalanine FC=1C=C(C[C@@H](N)C(=O)O)C=C(C1F)F